di-hexyl-bis-(2-ethoxyethoxy)silane C(CCCCC)[Si](OCCOCC)(OCCOCC)CCCCCC